5-(7-amino-6-(piperidine-1-carbonyl)thieno[3,2-d]pyrimidin-4-yl)-2-methylisoindolin-1-one NC1=C(SC2=C1N=CN=C2C=2C=C1CN(C(C1=CC2)=O)C)C(=O)N2CCCCC2